COC1=C(C=CC(=C1)N1C(=NC=C1)C)NC=1N=C(C2=C(N1)NC=C2C#N)N[C@@H](COC)C (R)-2-((2-methoxy-4-(2-methyl-1H-imidazol-1-yl)phenyl)amino)-4-((1-methoxypropan-2-yl)amino)-7H-pyrrolo[2,3-d]pyrimidine-5-carbonitrile